ClC1=C(C=C(C(=C1)F)C1=NC=NC2=CC(=CC=C12)N1CCOCC1)[C@H](O)C=1N=NC(=CC1)OC (S)-[2-chloro-4-fluoro-5-(7-morpholin-4-ylquinazolin-4-yl)phenyl]-(6-methoxy-pyridazin-3-yl)methanol